N1C=NC2=C1C=CC(=C2)C2N(CC(CC2)C)C(C(=O)NC=2C=C(C(=NC2)NC(OC(C)(C)C)=O)C)=O tert-butyl (5-(2-(2-(1H-benzo[d]imidazol-5-yl)-5-methylpiperidin-1-yl)-2-oxoacetamido)-3-methylpyridin-2-yl)carbamate